CNC(=O)C1=CC2=C(C(N1C)=O)N(C=C2C=2C=NC=C(C2)C2=CC=C(C=C2)N2C(CCC2)=O)C N,1,6-trimethyl-7-oxo-3-(5-(4-(2-oxopyrrolidin-1-yl)phenyl)pyridin-3-yl)-6,7-dihydro-1H-pyrrolo[2,3-c]pyridine-5-carboxamide